N-(1-(pyridin-3-yl)pentyl)-3-(pyrrolidin-1-yl)propanamide N1=CC(=CC=C1)C(CCCC)NC(CCN1CCCC1)=O